4-((4-(2-Isopropylthiazol-5-yl)pyridin-2-yl)((4-(4-methoxy-3-methylphenyl)bicyclo[2.2.2]octan-1-yl)methyl)carbamoyl)(trans-cyclohexyl) (3-hydroxypropyl)carbamate OCCCNC(O[C@@H]1CC[C@H](CC1)C(N(CC12CCC(CC1)(CC2)C2=CC(=C(C=C2)OC)C)C2=NC=CC(=C2)C2=CN=C(S2)C(C)C)=O)=O